4-((4-(1-Isopropyl-1H-pyrazol-4-yl)pyridin-2-yl) ((4-(4-methoxy-3-methylphenyl)bicyclo[2.2.2]octan-1-yl)methyl) carbamoyl)cyclohexyl trans-3-methylazetidine-1-carboxylate CC1CN(C1)C(=O)OC1CCC(CC1)C(N(CC12CCC(CC1)(CC2)C2=CC(=C(C=C2)OC)C)C2=NC=CC(=C2)C=2C=NN(C2)C(C)C)=O